3-(2-amino-6-(1-((4-hydroxy-4,5,6,7-tetrahydropyrazolo[1,5-a]pyridin-2-yl)methyl)-1H-1,2,3-triazol-4-yl)pyrimidin-4-yl)-2-methylbenzonitrile NC1=NC(=CC(=N1)C=1C(=C(C#N)C=CC1)C)C=1N=NN(C1)CC1=NN2C(C(CCC2)O)=C1